7-(8-methoxy-2-methyl-imidazo[1,2-b]pyridazin-6-yl)-2-[rac-(1R,5S)-9-oxa-3-azabicyclo[3.3.1]nonan-7-yl]thiazolo[3,2-a]pyrimidin-5-one COC=1C=2N(N=C(C1)C=1N=C3N(C(C1)=O)C=C(S3)C3C[C@H]1CNC[C@@H](C3)O1)C=C(N2)C |r|